2-[(2R,6S)-2,6-dimethylmorpholin-4-yl]-2-methylpropanaldehyde C[C@@H]1CN(C[C@@H](O1)C)C(C=O)(C)C